C(C)(C)(C)OC(=O)N1CC2(C1)C[C@@H]([C@@H](CC2)N2N=C1C=C(C(=CC1=C2)Br)OC)C |r| Rac-(6s,7r)-7-(5-bromo-6-methoxy-2H-indazol-2-yl)-6-methyl-2-azaspiro[3.5]nonane-2-carboxylic acid tert-butyl ester